3-(9-((4-(aminomethyl)-2-methyl-6-(morpholine-4-carbonyl)phenyl)carbamoyl)-4,5-dihydrobenzo[b]thieno[2,3-d]oxepin-8-yl)-6-(propylcarbamoyl)picolinic acid NCC1=CC(=C(C(=C1)C(=O)N1CCOCC1)NC(=O)C1=CC2=C(OCCC3=C2SC=C3)C=C1C=1C(=NC(=CC1)C(NCCC)=O)C(=O)O)C